((((2R,3S,4R,5R)-5-(6-chloro-4-((pyrimidin-2-ylmethyl)amino)-1H-pyrazolo[3,4-d]pyrimidin-1-yl)-3,4-dihydroxytetrahydrofuran-2-yl)methoxy)methyl)phosphonic acid ClC1=NC(=C2C(=N1)N(N=C2)[C@H]2[C@@H]([C@@H]([C@H](O2)COCP(O)(O)=O)O)O)NCC2=NC=CC=N2